N-((S)-2,6-dioxopiperidin-3-yl)-6,7-dihydro-5H-cyclopenta[b]pyridine-7-carboxamide O=C1NC(CC[C@@H]1NC(=O)C1CCC=2C1=NC=CC2)=O